1-(3-Chlorophenyl)ethane-1,2-diol ClC=1C=C(C=CC1)C(CO)O